4-[(3S)-3-aminopyrrolidin-1-yl]-5-[3-(difluoromethoxy)phenyl]-6-methyl-N-[(2S)-1,1,1-trifluoropropan-2-yl]pyridine-3-carboxamide N[C@@H]1CN(CC1)C1=C(C=NC(=C1C1=CC(=CC=C1)OC(F)F)C)C(=O)N[C@H](C(F)(F)F)C